C(C)(C)(C)C1=C(C=CC=C1)N1C=NN(C1)CC 4-(tert-butylphenyl)-1-ethyl-1H-1,2,4-triazol